C(=CC)N1C[C@@H](C[C@@H]1C)N1C(=C(C2=C1N=CN=C2N)C(=O)N[C@H](C)C2=CC(=CC=C2)Cl)C#CC 7-((3R,5S)-1-propenyl-5-methylpyrrolidin-3-yl)-4-amino-N-((R)-1-(3-chlorophenyl)ethyl)-6-(prop-1-yn-1-yl)-7H-pyrrolo[2,3-d]pyrimidine-5-carboxamide